C(=CC=CCCC)C=1OCCN1 2-heptadienyl-2-oxazoline